FC1=C(C=C(CN2C3=C(C(=C(CC2=O)C(=O)NC)O)C=CC(=C3)C)C=C1)C 1-(4-fluoro-3-methylbenzyl)-5-hydroxy-N,8-dimethyl-2-oxo-2,3-dihydro-1H-benzo[b]azepine-4-carboxamide